C(#N)/N=C(\NCCCC(=O)N1CCN(CC1)C(=O)C=1C=C(C=CC1)NC(OCC1=CC=CC=C1)=O)/NC=1C=NC=CC1 Benzyl (E)-(3-(4-(4-(2-cyano-3-(pyridin-3-yl)guanidino)butanoyl)piperazine-1-carbonyl)phenyl)carbamate